CCNCCCCCCCCCCCCCCC(=O)CCCCCCCCCCCCCCCCC 3-aza-stearone